4'-aminobenzophenone NC1=CC=C(C=C1)C(C1=CC=CC=C1)=O